CC1(CN(S(N(C1)C1=C(C=C(C=C1Cl)Cl)Cl)(=O)=O)CC(=O)NC1C2CC3(CC(CC1C3)C2)C(=O)N)C 4-(2-(4,4-dimethyl-1,1-dioxido-6-(2,4,6-trichlorophenyl)-1,2,6-thiadiazinan-2-yl)acetamido)adamantane-1-carboxamide